FC(C=1C=2N(N=C(C1)C1=CC3=C(N=C(O3)N3CC4(CC3)CCN(CC4)C)C(=C1)F)C=C(N2)C)F 6-(8-(difluoromethyl)-2-methylimidazo[1,2-b]pyridazin-6-yl)-4-fluoro-2-(8-methyl-2,8-diazaspiro[4.5]dec-2-yl)benzo[d]oxazole